6-(difluoromethyl)-1H-pyrrolo[2,3-b]pyridine-5-carbonitrile FC(C1=C(C=C2C(=N1)NC=C2)C#N)F